ClC=1C=NC=C(C1[C@@H](C)OC=1C=C2C=NNC2=CC1)Cl 5-((1R)-1-(3,5-dichloro-4-pyridinyl)ethoxy)-1H-indazol